N-(9-bromo-4-oxo-1,2,4,5,6,7-hexahydroazepino[3,2,1-hi]indol-5-yl)-1-[(2,6-difluorophenyl)methyl]-1,2,4-triazapentane-3-carboxamide BrC=1C=C2CCN3C2=C(C1)CCC(C3=O)NC(=O)C(NNCC3=C(C=CC=C3F)F)NC